N1=NC=CC=C1 pyridazin